(R)-1-(3-bromophenyl)-2-phenylethan-1-ol BrC=1C=C(C=CC1)[C@@H](CC1=CC=CC=C1)O